bromospiro[7H-benzo[C]fluorene-7,9'-[9H]xanthene] BrC1=CC=CC=2OC3=CC=CC=C3C3(C12)C=1C=CC=CC1C=1C2=C(C=CC13)C=CC=C2